O=C1CN=CN1 Imidazolinone